N-(3-Chlorophenyl)-5-(2-(piperidin-4-yloxy)phenyl)thiophene-2-carboxamide ClC=1C=C(C=CC1)NC(=O)C=1SC(=CC1)C1=C(C=CC=C1)OC1CCNCC1